(5-(3,5-difluorophenyl)-4,5-dihydro-1H-pyrazol-1-yl)(3-(morpholinomethyl)bicyclo[1.1.1]pent-1-yl)methanone FC=1C=C(C=C(C1)F)C1CC=NN1C(=O)C12CC(C1)(C2)CN2CCOCC2